C1(=CC=CC=C1)C1CCC=2N1N=C(N2)C(=O)OCC ethyl 5-phenyl-6,7-dihydro-5H-pyrrolo[1,2-b][1,2,4]triazole-2-carboxylate